FC1=C(C=2C(=NN(C2C=C1)C1OCCCC1)C)N 5-fluoro-3-methyl-1-tetrahydropyran-2-yl-indazol-4-amine